FC(C(=O)O)(F)F.BrC1=CC=CC=2C=3C(CN(C3C=CC21)C(NC2=CC=C(C=C2)F)=N)C 6-bromo-N-(4-fluorophenyl)-1-methyl-1,2-dihydro-3H-benzo[e]Indole-3-carboximidamide 2,2,2-Trifluoroacetic acid salt